C(C)(C)(C)C1=NN(C(=C1C=O)OC1=CC(=CC=C1)C(F)(F)F)C 3-(tert-butyl)-1-methyl-5-[3-(trifluoromethyl)phenoxy]-1H-pyrazole-4-carbaldehyde